NCC1=CC=C(C(=O)NCC2=C(C(=O)O)C=CC=C2)C=C1 N-(p-aminomethylbenzoyl)-aminomethylbenzoic acid